N-[2-(dimethylamino)-2-oxoethyl]-5-(3-fluorophenyl)-6-[4-(trifluoromethyl)phenoxy]pyridine-3-carboxamide CN(C(CNC(=O)C=1C=NC(=C(C1)C1=CC(=CC=C1)F)OC1=CC=C(C=C1)C(F)(F)F)=O)C